FC1=C(C(=O)O[C@@H]2[C@H]([C@H]([C@H](O[C@@]23CCCO3)CO)O)N3N=NC(=C3)C3=CC(=C(C(=C3)F)F)F)C=CC=C1F (5S,7R,8R,9S,10R)-8-hydroxy-7-(hydroxymethyl)-9-(4-(3,4,5-trifluorophenyl)-1H-1,2,3-triazol-1-yl)-1,6-dioxaspiro[4.5]dec-10-yl 2,3-difluorobenzoate